2-Propylpentyl (tert-butoxycarbonyl)-L-alaninate C(C)(C)(C)OC(=O)N[C@@H](C)C(=O)OCC(CCC)CCC